CN1CCN(CC1)C1=CC2=C(N(C(=N2)C#C[Si](C(C)C)(C(C)C)C(C)C)C(=O)OC(C)(C)C)C=C1 tert-Butyl 5-(4-methylpiperazin-1-yl)-2-((triisopropylsilyl)ethynyl)-1H-benzo[d]imidazole-1-carboxylate